4'-({1-[(3,4-dichlorophenyl)carbamoyl]-D-prolyl}amino)[1,1'-biphenyl]-4-carboxylic acid ClC=1C=C(C=CC1Cl)NC(=O)N1[C@H](CCC1)C(=O)NC1=CC=C(C=C1)C1=CC=C(C=C1)C(=O)O